F[C@@H](CC1=CC=CC=C1)O (S)-alpha-fluorophenethyl alcohol